ethylenediaminetetraacetic acid disodium Disodium [Na].[Na].[Na].[Na].C(CN(CC(=O)O)CC(=O)O)N(CC(=O)O)CC(=O)O